C(C1=CC=CC=C1)[C@@H](C(NCC(NCO[C@H](C(=O)O)C1CC1)=O)=O)NC(CNC(CNC(CCC(NCCS(N(CCN1C(C=CC1=O)=O)CCN1C(C=CC1=O)=O)(=O)=O)=O)=O)=O)=O (2S,10S)-10-benzyl-24-(N,N-di(2-(2,5-dioxo-2,5-dihydro-1H-pyrrol-1-yl)ethyl)sulfamoyl)-2-cyclopropyl-6,9,12,15,18,21-hexaoxo-3-oxa-5,8,11,14,17,22-hexaazatetracosanoic acid